3,4'-dihydroxybenzophenone OC=1C=C(C(=O)C2=CC=C(C=C2)O)C=CC1